methyleneaminopentyl benzoate C(C1=CC=CC=C1)(=O)OCCCCCN=C